C(#N)/C(/C(=O)N[C@H](C)C1=CC(=C(C=C1)F)F)=C\C1=CNC2=NC=CC=C21 (R,E)-2-cyano-N-(1-(3,4-difluorophenyl)ethyl)-3-(1H-pyrrolo[2,3-b]pyridin-3-yl)acrylamide